(3-((2-amino-4-(butylamino)-6-methylpyrimidin-5-yl)methyl)-4-methoxyphenyl)phosphonic acid NC1=NC(=C(C(=N1)NCCCC)CC=1C=C(C=CC1OC)P(O)(O)=O)C